4-[[(1S)-1-[2,5-difluoro-4-[2-(1-fluoro-1-methyl-ethyl)-4-pyridinyl]phenyl]ethyl]amino]-2-ethyl-3H-pyrrolo[3,4-c]pyridin-1-one FC1=C(C=C(C(=C1)C1=CC(=NC=C1)C(C)(C)F)F)[C@H](C)NC1=NC=CC2=C1CN(C2=O)CC